2-[4-(Methyl-sulfonyl)-2-nitrobenzoyl]cyclohexane-1,3-dione CS(=O)(=O)C1=CC(=C(C(=O)C2C(CCCC2=O)=O)C=C1)[N+](=O)[O-]